C(CCC)(=O)OCC(F)(F)F 2,2,2-trifluoroethyl butyrate